[C@H]12NC[C@H]([C@@H]1N1C(=CC=3C(=NC=4C(=C(C(=CC4C31)CCC#N)C3=CC(=CC1=CC=CC=C31)O)F)OCC)C(C)N3C(COCC3)=O)C2 3-(1-((1r,4r,5s)-2-azabicyclo[2.1.1]hexane-5-yl)-4-ethoxy-6-fluoro-7-(3-hydroxynaphthalen-1-yl)-2-(1-(3-oxomorpholino)ethyl)-1H-pyrrolo[3,2-c]quinolin-8-yl)propionitrile